FC(S(=O)(=O)OC1=CC=CC=2C(N([C@H]3C=4N([C@@H](C21)C3)C3=C(N4)C=CC(=C3)Cl)C([2H])([2H])[2H])=O)(F)F (7R,14R)-11-chloro-6-(methyl-d3)-5-oxo-5,6,7,14-tetrahydro-7,14-methanobenzo[f]benzo[4,5]imidazo[1,2-a][1,4]diazocin-1-yl trifluoromethanesulfonate